2-(4-bromo-2,6-dimethylphenyl)-5-morpholino-2,6-dihydro-7H-[1,2,3]triazolo[4,5-d]pyrimidin-7-one BrC1=CC(=C(C(=C1)C)N1N=C2C(N=C(NC2=O)N2CCOCC2)=N1)C